O1C=C(C=C1)C=1C=C(N)C=C(C1)OC 3-(furan-3-yl)-5-methoxyaniline